CC=1C=CC=2C(=C(N=NC2C2=C(C=C(C=C2)C(F)(F)F)O)N[C@H]2CN(CCC2)C)N1 (R)-2-(2-methyl-8-((1-methylpiperidin-3-yl)amino)pyridino[2,3-d]pyridazin-5-yl)-5-(trifluoromethyl)phenol